C(C)(C)(C)OC(=O)N1[C@@H](CN([C@H](C1)C)C=1C2=C(N=CN1)N(C=C2C(=C)C)C2=NC=CC(=C2)C(=O)OCC)C (2r,5s)-4-(7-(4-(ethoxycarbonyl)pyridin-2-yl)-5-(prop-1-en-2-yl)-7H-pyrrolo[2,3-d]pyrimidin-4-yl)-2,5-dimethylpiperazine-1-carboxylic acid tert-butyl ester